(R*)-tert-butyl 11,11-difluoro-8-(hydroxymethyl)-3,4,8,9,10,11-hexahydro-1H-pyrido[4',3':3,4]pyrazolo[1,5-a]azepine-2(7H)-carboxylate FC1(C=2N(C[C@@H](CC1)CO)N=C1C2CN(CC1)C(=O)OC(C)(C)C)F |o1:5|